(1R,2S,5S)-3-[(2S)-2-[(2-ethoxyacetyl)amino]-3,3-dimethyl-butanoyl]-6,6-dimethyl-3-azabicyclo[3.1.0]hexane-2-carboxylic acid C(C)OCC(=O)N[C@H](C(=O)N1[C@@H]([C@H]2C([C@H]2C1)(C)C)C(=O)O)C(C)(C)C